CC1=C(C=CC=2N(C=NC21)C2=NC(OC1=C2C=CC=C1C)(C)C)C 4-(4,5-dimethyl-1H-benzo[d]imidazol-1-yl)-2,2,8-trimethyl-2H-benzo[e][1,3]oxazine